2-[(4S)-4-[[6-oxo-5-(trifluoromethyl)-1H-pyridazin-4-yl]amino]pentyl]isoquinolin-1-one O=C1C(=C(C=NN1)N[C@H](CCCN1C(C2=CC=CC=C2C=C1)=O)C)C(F)(F)F